tert-butyl N-[1-[1-[(3S)-2,6-dioxo-3-piperidyl]-3,4-dihydro-2H-quinolin-5-yl]-4-piperidyl]-N-methyl-carbamate O=C1NC(CC[C@@H]1N1CCCC2=C(C=CC=C12)N1CCC(CC1)N(C(OC(C)(C)C)=O)C)=O